C1=COC(O1)O Dioxacyclopenten-4-ol